C(#N)[C@@H](C[C@@H]1C(NCCC1)=O)NC(=O)[C@H]1N(C[C@@H]2[C@H]1CCC2)C(=O)C2(C1=CC=CC=C1C=1C=CC=CC21)O (1S,3aS,6aR)-N-((R)-1-cyano-2-((R)-2-oxopiperidin-3-yl)ethyl)-2-(9-hydroxy-9H-fluorene-9-carbonyl)octahydrocyclopenta[c]pyrrole-1-carboxamide